(S)-2-((6-((5-fluorobenzo[d]thiazol-2-yl)methoxy)-3',6'-dihydro-[2,4'-bipyridin]-1'(2'H)-yl)methyl)-1-(oxetan-2-ylmethyl)-1H-benzo[d]imidazole-6-carboxylic acid FC=1C=CC2=C(N=C(S2)COC2=CC=CC(=N2)C=2CCN(CC2)CC2=NC3=C(N2C[C@H]2OCC2)C=C(C=C3)C(=O)O)C1